C(C1=CC=CC=C1)SC1=C(C=C(C=C1)NC([C@H](CC1=CC=CC=C1)NC(C1=CC=C(C=C1)F)=O)=O)F (S)-N-(1-(4-(benzylsulfanyl)-3-fluorophenylamino)-1-oxo-3-phenylpropan-2-yl)-4-fluorobenzamide